BrC=1C(=NC(=CC1)C)CC1(CCN(CC1)C(=O)OC(C)(C)C)C(=O)OC 1-(tert-butyl) 4-methyl 4-((3-bromo-6-methyl-2-pyridinyl)methyl)piperidine-1,4-dicarboxylate